FC=1C=C(CCC2=CC(=CC=N2)C)C=C(C1)CCC1NCCC1 6-(3-fluoro-5-(2-(pyrrolidin-2-yl)ethyl)phenethyl)-4-methylpyridin